N-(3-(piperidin-1-yl)propyl)-5-(4-(1-(pyrrolidin-1-yl)ethyl)phenyl)thieno[3,2-b]pyridin-7-amine N1(CCCCC1)CCCNC1=C2C(=NC(=C1)C1=CC=C(C=C1)C(C)N1CCCC1)C=CS2